(6-(2,4-dichlorophenyl)benzofuran-2-yl)methanol ClC1=C(C=CC(=C1)Cl)C1=CC2=C(C=C(O2)CO)C=C1